tert-butyl(2-((2-(dimethylamino)ethyl)amino)ethyl)(methyl)carbamate C(C)(C)(C)OC(N(C)CCNCCN(C)C)=O